ClC1=CC=C(C=C1)CN1CC2(C1)CC(C2)NC(=O)N2[C@@H](CN(C[C@H]2C)C2=NC=C(C=N2)C#N)C (2R,6R)-N-{2-[(4-chlorophenyl)methyl]-2-azaspiro[3.3]heptan-6-yl}-4-(5-cyanopyrimidin-2-yl)-2,6-dimethylpiperazine-1-carboxamide